2-(4-cyano-2-methoxyphenyl)acetic acid methyl ester COC(CC1=C(C=C(C=C1)C#N)OC)=O